2-(2-(ethylsulfonyl)-7-phenylpyrazolo[1,5-a]pyrimidin-3-yl)-3-methyl-6-(trifluoromethyl)-3H-imidazo[4,5-b]pyridine C(C)S(=O)(=O)C1=NN2C(N=CC=C2C2=CC=CC=C2)=C1C1=NC=2C(=NC=C(C2)C(F)(F)F)N1C